(R)-2-((tolyloxy)methyl)morpholine-4-carboxylic acid tert-butyl ester C(C)(C)(C)OC(=O)N1C[C@@H](OCC1)COC1=C(C=CC=C1)C